(S)-2-(1-methyl-4-(4-aminophenyl)piperazin-2-yl)acetonitrile CN1[C@H](CN(CC1)C1=CC=C(C=C1)N)CC#N